C(C)OC(=O)C1=NC=2N(C(=C1)Cl)N=CN2 7-chloro-[1,2,4]triazolo[1,5-a]pyrimidine-5-carboxylic acid ethyl ester